6-Hydroxy-2,2-dimethylhexanoic acid t-butyl ester C(C)(C)(C)OC(C(CCCCO)(C)C)=O